[Na+].C(C1=CC=CC=C1)N1C(C(CC=C1)C(=O)[O-])OC1N(C=CCC1C(=O)[O-])CC1=CC=CC=C1.[Na+] bis(1-benzyl-3-carboxydihydropyridyl) ether sodium salt